tert-butyl (tert-butoxycarbonyl)(6-(hydroxymethyl)-5-(trifluoromethyl)pyridazin-3-yl)carbamate C(C)(C)(C)OC(=O)N(C(OC(C)(C)C)=O)C=1N=NC(=C(C1)C(F)(F)F)CO